tert-butyl 4-[1-benzyl-5-[(E)-3-methoxy-3-oxo-prop-1-enyl]pyrazol-3-yl]-3-oxo-piperazine-1-carboxylate C(C1=CC=CC=C1)N1N=C(C=C1\C=C\C(=O)OC)N1C(CN(CC1)C(=O)OC(C)(C)C)=O